C(N)(=O)C1=C2C(=NC=C1)N(N=C2CNC(OC(C)(C)C)=O)C2=CC=C(C=C2)OC(F)(F)F tert-butyl ((4-carbamoyl-1-(4-(trifluoromethoxy)phenyl)-1H-pyrazolo[3,4-b]pyridin-3-yl)methyl)carbamate